S-(((3aS,4S,6R,6aR)-6-(6-chloro-5-cyano-4-(((1r,3R)-3-fluorocyclobutyl)amino)-1H-pyrrolo[2,3-b]pyridin-1-yl)-2,2-dimethyltetrahydrofuro[3,4-d][1,3]dioxol-4-yl)methyl) ethanethioate C(C)(SC[C@H]1O[C@H]([C@@H]2OC(O[C@@H]21)(C)C)N2C=CC=1C2=NC(=C(C1NC1CC(C1)F)C#N)Cl)=O